CC1=CC=2N(C3=CC(=CC=C3SC2C=C1)C(F)(F)F)CCC1N(CCCC1)C 2-methyl-10-(2-(1-methylpiperidin-2-yl)ethyl)-8-(trifluoromethyl)-10H-phenothiazine